COC1=CC=C(C=C1)C1=CC(=CC=C1)N(C1=NC=2N(C3=CC(=CC=C13)C=O)C=NN2)C 5-((4'-Methoxy-[1,1'-biphenyl]-3-yl)(methyl)amino)-[1,2,4]triazolo[4,3-a]quinazoline-8-carbaldehyde